8-((3-aminophenyl)sulfonyl)-3-hydroxyquinazoline-2,4(1H,3H)-dione NC=1C=C(C=CC1)S(=O)(=O)C=1C=CC=C2C(N(C(NC12)=O)O)=O